(S)-(-)-diaminopropane NC(C)(C)N